(±)-Benzyl-((E)-3-((((R)-4-methyl-5-oxo-2,5-dihydrofuran-2-yl)oxy)methylene)-2-oxo-3,3a,4,8b-tetrahydro-2H-indeno[1,2-b]furan-7-yl)carbamate C(C1=CC=CC=C1)OC(NC1=CC=C2CC\3C(OC(/C3=C/O[C@@H]3OC(C(=C3)C)=O)=O)C2=C1)=O